NC1CN(CCC1)C(=O)C1=CC2=C(N(C(=N2)C2=CC3=C(N2CC2CCC2)SC=C3)C)C(=C1)OC (3-aminopiperidin-1-yl)(2-(6-(cyclobutylmethyl)-6H-thieno[2,3-b]pyrrol-5-yl)-7-methoxy-1-methyl-1H-benzo[d]imidazol-5-yl)methanone